N-[(1R)-1-[2-fluoro-5-(trifluoromethoxy)-phenyl]ethyl]-2-methyl-5-{2-[2-(morpholin-4-yl)acetamido]imidazo[1,2-b]pyridazin-6-yl}pyridine-3-carboxamide FC1=C(C=C(C=C1)OC(F)(F)F)[C@@H](C)NC(=O)C=1C(=NC=C(C1)C=1C=CC=2N(N1)C=C(N2)NC(CN2CCOCC2)=O)C